C12CC(CC(CC1)N2)C=2C1=C(N=C(N2)OC[C@]23CCCN3C[C@@H](C2)F)CN(CC1)C1=CC=CC2=CC=C(C(=C12)Cl)F 4-(8-azabicyclo[3.2.1]octan-3-yl)-7-(8-chloro-7-fluoronaphthalen-1-yl)-2-(((2R,7aS)-2-fluorohexahydro-1H-pyrrolizin-7a-yl)methoxy)-5,6,7,8-tetrahydropyrido[3,4-d]pyrimidine